CN1C(N(C2=C1C=C(C=C2)S(=O)(=O)NC2(CC2)C)CC#C)=O 3-methyl-N-(1-methylcyclopropyl)-2-oxo-1-prop-2-ynyl-benzoimidazole-5-sulfonamide